FC=1C=C(C=CC1)C1=CC2=C(C(=CO2)CNC2CNCC2)C=C1C1=CC=C(C#N)C=C1 4-(6-(3-fluorophenyl)-3-((pyrrolidin-3-ylamino)methyl)benzofuran-5-yl)benzonitrile